6-(3,5-dimethylpyrazol-1-yl)-2-[1-(2-methylsulfanylpyridine-3-carbonyl)piperidin-4-yl]pyridazin-3-one CC1=NN(C(=C1)C)C=1C=CC(N(N1)C1CCN(CC1)C(=O)C=1C(=NC=CC1)SC)=O